ClC1=CC=C(C=N1)CNC1=C2N=CN(C2=NC(=N1)I)CC N-((6-chloropyridin-3-yl)methyl)-9-ethyl-2-iodo-9H-purin-6-amine